C1OCC12CN(C2)CC(C(=O)O)=C 2-((2-oxa-6-azaspiro[3.3]heptan-6-yl)methyl)acrylic acid